3,3'-dichloro-4,6'-diaminobiphenyl ClC=1C=C(C=CC1N)C1=CC(=CC=C1N)Cl